methyl 2-styrylbenzoate C(=CC1=CC=CC=C1)C1=C(C(=O)OC)C=CC=C1